P(=O)(=O)[Au] phosphogold